2-[2-[(3-cyano-2-pyridinyl)sulfanyl]-2-ethyl-butyl]malononitrile C(#N)C=1C(=NC=CC1)SC(CC(C#N)C#N)(CC)CC